N-(3-(9-methyl-9H-fluoren-9-yl)phenyl)-8-phenyldibenzo[b,d]furan-1-amine CC1(C2=CC=CC=C2C=2C=CC=CC12)C=1C=C(C=CC1)NC1=CC=CC=2OC3=C(C21)C=C(C=C3)C3=CC=CC=C3